1-dodecylpyrrolidine-2,5-dione C(CCCCCCCCCCC)N1C(CCC1=O)=O